Br[C@@H](C(=O)OC)C1=C(C(=O)OC)C=C(C=C1)F |r| rac-Methyl 2-(1-bromo-2-methoxy-2-oxoethyl)-5-fluorobenzoate